di-tert-butyl-[3,6-dimethoxy-2-(2,4,6-triisopropylphenyl)phenyl]phosphane C(C)(C)(C)P(C1=C(C(=CC=C1OC)OC)C1=C(C=C(C=C1C(C)C)C(C)C)C(C)C)C(C)(C)C